((2S,4R)-1-benzyl-4-((tert-butyldiphenylsilyl)oxy)pyrrolidin-2-yl)methanol C(C1=CC=CC=C1)N1[C@@H](C[C@H](C1)O[Si](C1=CC=CC=C1)(C1=CC=CC=C1)C(C)(C)C)CO